COC=1NC(C=2C(N1)=NN(C2)C2=C(C=C(C=C2C)OC)C)=O 6-methoxy-2-(4-methoxy-2,6-dimethylphenyl)-2,5-dihydro-4H-pyrazolo[3,4-d]pyrimidin-4-one